C(C)(C)(C)C1(CNC[C@@H]2N1C=C1C(=CC3=NC(C(NC3=C1F)=O)C)OCC2)C(C)(C)C di-tert-butyl-(4aR)-13-fluoro-10-methyl-11-oxo-1,2,4,4a,5,6,11,12-octahydro-3H,10H-pyrazino[1',2':5,6][1,5]oxazocino[2,3-g]quinoxaline